3-((6-(2-amino-2-oxo-1-phenylethylthio)-3,5-dicyano-4-ethylpyridin-2-yl)(methyl)amino)propionamide NC(C(SC1=C(C(=C(C(=N1)N(CCC(=O)N)C)C#N)CC)C#N)C1=CC=CC=C1)=O